C(C1=CC=CC=C1)(C1=CC=CC=C1)(C1=CC=CC=C1)SN([C@@H](CS)C(=O)O)C(=O)OC(C)(C)C tritylthio-Boc-L-cysteine